N-(4-cyclopropyl-3-fluoro-7-(hydroxyimino)-8-oxo-5,6,7,8-tetrahydronaphthalen-1-yl)acetamide C1(CC1)C1=C(C=C(C=2C(C(CCC12)=NO)=O)NC(C)=O)F